NNC(OCCOC(F)(F)F)=O 2-(trifluoromethoxy)ethyl N-aminocarbamate